(3S)-3-{4,5-difluoro-2',6'-dimethyl-[1,1'-biphenyl]-3-yl}-3-[(2S)-2-[(2-fluorophenyl)formamido]-4-methylpentanamido]propanoic acid FC1=C(C=C(C=C1F)C1=C(C=CC=C1C)C)[C@H](CC(=O)O)NC([C@H](CC(C)C)NC(=O)C1=C(C=CC=C1)F)=O